1-(1-(2-chlorobenzyl)piperidin-4-yl)-3-(3-(trifluoromethyl)phenyl)urea ClC1=C(CN2CCC(CC2)NC(=O)NC2=CC(=CC=C2)C(F)(F)F)C=CC=C1